N-[(6-Amino-2-pyridyl)sulfonyl]-6-(2-ethoxy-3-pyridyl)-2-(2,4,6-trimethylphenoxy)pyridin-3-carboxamid NC1=CC=CC(=N1)S(=O)(=O)NC(=O)C=1C(=NC(=CC1)C=1C(=NC=CC1)OCC)OC1=C(C=C(C=C1C)C)C